2-((4-((6-((4-cyano-2-fluorophenoxy) methyl) pyridin-2-yl) oxy) piperidin-1-yl) methyl)-1-(oxetan-3-ylmethyl)-1H-benzo[d]imidazole-6-carboxylate C(#N)C1=CC(=C(OCC2=CC=CC(=N2)OC2CCN(CC2)CC2=NC3=C(N2CC2COC2)C=C(C=C3)C(=O)[O-])C=C1)F